C[C@@H]1O[C@@H](CN(C1)C1=CC(=NN(C1=O)C)B(O)O)C (5-((2S,6R)-2,6-dimethylmorpholino)-1-methyl-6-oxo-1,6-dihydropyridazin-3-yl)boronic acid